tert-butyl (6S,7S)-6-fluoro-7-((S)-1-(4-fluorophenyl)-1,2,3,4-tetrahydroisoquinoline-2-carbonyl)-1,4-oxazepane-4-carboxylate F[C@H]1CN(CCO[C@H]1C(=O)N1[C@H](C2=CC=CC=C2CC1)C1=CC=C(C=C1)F)C(=O)OC(C)(C)C